tri(1-phenylbutane-1,3-dione) iron [Fe].C1(=CC=CC=C1)C(CC(C)=O)=O.C1(=CC=CC=C1)C(CC(C)=O)=O.C1(=CC=CC=C1)C(CC(C)=O)=O